2-octyldecyl-((4-(decyloxy)-4-oxobutyl) (2-hydroxyethyl) amino) hexanoate C(CCCCC)(=O)ON(CC(O)CC(CCCCCCCC)CCCCCCCC)CCCC(=O)OCCCCCCCCCC